C[N+](C)(C)CCCC([C@@H](C(=O)[O-])[NH3+])O The molecule is a proton-exchange tautomer of 3-hydroxy-N(6),N(6),N(6)-trimethyl-L-lysine having an anionic carboxy group and a protonated amino group. It is a tautomer of a 3-hydroxy-N(6),N(6),N(6)-trimethyl-L-lysine.